3-(4-(8-(4-(4-((5-chloro-4-((2-(dimethylphosphoryl)phenyl)amino)pyrimidin-2-yl)amino)-3-methoxyphenyl)piperazin-1-yl)-8-oxooctyl)-1-oxoisoindolin-2-yl)piperidine-2,6-dione ClC=1C(=NC(=NC1)NC1=C(C=C(C=C1)N1CCN(CC1)C(CCCCCCCC1=C2CN(C(C2=CC=C1)=O)C1C(NC(CC1)=O)=O)=O)OC)NC1=C(C=CC=C1)P(=O)(C)C